C1(CC1)N1N=CC(=C1)C=1C=C(C=CC1)N(C(=O)[C@@H]1CC[C@H](CC1)OC(=O)N1CC(C1)C(=O)O)C[C@@H]1CC[C@H](CC1)C1=CC(=C(C=C1)OC)C 1-(((trans-4-((3-(1-Cyclopropyl-1H-pyrazol-4-yl)phenyl)-((trans-4-(4-methoxy-3-methylphenyl)-cyclohexyl)methyl)-carbamoyl)cyclohexyl)oxy)carbonyl)-azetidine-3-carboxylic acid